CCCCCCCC(=O)OC[C@@H](CO)OC(=O)CCCCCCC The molecule is a 2,3-diacyl-sn-glycerol in which both the 2- and 3-acyl groups are specified as octanoyl. It is a 2,3-diacyl-sn-glycerol and a dioctanoylglycerol. It is an enantiomer of a 1,2-dioctanoyl-sn-glycerol.